C1(CC1)SC1=CC(=C2C(=NC=NC2=C1)NC1=CC(=CC(=C1)C)N1CCC(CC1)(F)F)N1CCC2(CC2)CC1 7-(cyclopropylthio)-N-(3-(4,4-difluoropiperidin-1-yl)-5-methylphenyl)-5-(6-azaspiro[2.5]octan-6-yl)quinazolin-4-amine